1-(5-(9-((2,5-diazabicyclo[2.2.1]heptan-2-yl)methyl)-3-azaspiro[5.5]undecane-3-carbonyl)-2-chlorophenyl)dihydropyrimidine-2,4(1H,3H)-dione C12N(CC(NC1)C2)CC2CCC1(CCN(CC1)C(=O)C=1C=CC(=C(C1)N1C(NC(CC1)=O)=O)Cl)CC2